(R)-1-(4-(5-bromo-2-((1-(5-(methylamino)nicotinoyl)piperidin-3-yl)amino)-3-nitrobenzoyl)piperazin-1-yl)-2,2,2-trifluoroethan-1-one 1,2-dioleoyl-sn-glycero-3-phosphate C(CCCCCCC\C=C/CCCCCCCC)(=O)OC[C@@H](OC(CCCCCCC\C=C/CCCCCCCC)=O)COP(=O)(O)O.BrC=1C=C(C(=C(C(=O)N2CCN(CC2)C(C(F)(F)F)=O)C1)N[C@H]1CN(CCC1)C(C1=CN=CC(=C1)NC)=O)[N+](=O)[O-]